5-(4'-((tetrahydro-2H-pyran-2-yl)oxy)-[1,1'-biphenyl]-3-yl)pent-4-yn-1-ol O1C(CCCC1)OC1=CC=C(C=C1)C1=CC(=CC=C1)C#CCCCO